OC1=C(C=CC2=CC=CC=C12)C(=O)OC methyl 1-hydroxynaphthalene-2-carboxylate